CN1N=C(C=C1C)NC1=NC=C(C(=N1)C1=CNC2=C(C=CC=C12)NC(C(C)(N1CCCC1)C)=O)C N-(3-(2-((1,5-dimethyl-1H-pyrazol-3-yl)amino)-5-methylpyrimidin-4-yl)-1H-indol-7-yl)-2-methyl-2-(pyrrolidin-1-yl)propanamide